2-(4-acetylphenyl)-10-(isopropyl-(methyl)amino)-7,7-dimethyl-5,12b-dihydro-1H,7H-chromeno[4,3-c][1,2,4]triazolo[1,2-a]pyridazine-1,3(2H)-dione C(C)(=O)C1=CC=C(C=C1)N1C(N2N(CC=C3C2C=2C=CC(=CC2OC3(C)C)N(C)C(C)C)C1=O)=O